C(C)OC(C1=C(C=C(C=C1)[N+](=O)[O-])C=1N(C(=C(C1)C(=O)N(C1=CC=C2C=NN(C2=C1)C1OCCCC1)CC1=C(C=CC=C1)OC)C)C)=O [4-({(2-methoxybenzyl)[1-(tetrahydro-2H-pyran-2-yl)-1H-indazol-6-yl]amino}carbonyl)-1,5-dimethyl-1H-pyrrol-2-yl]-4-nitrobenzoic acid ethyl ester